5-bromo-N-(5-hydroxy-3,4,6-trimethylpyridin-2-yl)-1H-indole-2-carboxamide BrC=1C=C2C=C(NC2=CC1)C(=O)NC1=NC(=C(C(=C1C)C)O)C